COCC(OCC(C)=O)C 1-(2-methoxy-1-methylethoxy)2-propanone